3-(3-fluoro-4-nitro-phenyl)pyridine-4-carbonitrile FC=1C=C(C=CC1[N+](=O)[O-])C=1C=NC=CC1C#N